(S)-4-(8-(2-fluoro-4-(1-phenylethoxy)phenyl)-9H-purin-6-yl)-3,6-dihydropyridine-1(2H)-carboxylic acid tert-butyl ester C(C)(C)(C)OC(=O)N1CCC(=CC1)C1=C2N=C(NC2=NC=N1)C1=C(C=C(C=C1)O[C@@H](C)C1=CC=CC=C1)F